C(=O)(OC(C)(C)C)N1[C@@H](C[C@@H](C1)F)C(=O)O N-Boc-(2S,4S)-4-fluoropyrrolidine-2-carboxylic acid